2-{[6-({[(3-fluorocyclobutyl)methyl]amino}methyl)imidazo[1,2-a]pyridin-2-yl]methyl}-5-[3-(4-fluorophenyl)azetidin-1-yl]-1,2-dihydro-2,7-naphthyridin-1-one FC1CC(C1)CNCC=1C=CC=2N(C1)C=C(N2)CN2C(C1=CN=CC(=C1C=C2)N2CC(C2)C2=CC=C(C=C2)F)=O